1,3,5-tri(2-methyl-4-aminophenoxy)benzene CC1=C(OC2=CC(=CC(=C2)OC2=C(C=C(C=C2)N)C)OC2=C(C=C(C=C2)N)C)C=CC(=C1)N